C(#N)C1=CC=C(COC2=CC=CC(=N2)N2C[C@@H](N(CC2)CC2=NC3=C(N2C[C@H]2OCC2)C=CC=C3)C)C=C1 2-{[(2S)-4-{6-[(4-Cyanobenzyl)oxy]pyridin-2-yl}-2-methylpiperazin-1-yl]methyl}-1-[(2S)-oxetan-2-ylmethyl]-1H-benzimidazol